FC=1C=C(C=CC1F)C1=CC=C2CC(C(C2=C1)NC(O[C@@H]1CN2CCC1CC2)=O)(C)C (S)-quinuclidin-3-yl (6-(3,4-difluorophenyl)-2,2-dimethyl-2,3-dihydro-1H-inden-1-yl)carbamate